ClC1=NC2=C3N=C(C=CC3=CC=C2C(=C1)C1=CC=CC=C1)C 2-chloro-9-methyl-4-phenyl-1,10-phenanthroline